3-cyclopropyl-1-(2-methylpyridin-4-yl)prop-2-en-1-one C1(CC1)C=CC(=O)C1=CC(=NC=C1)C